(benzyloxymethyl)-N-(4-bromo-2-iodo-phenyl)cyclohexanethiocarbamide C(C1=CC=CC=C1)OCC1(CCCCC1)C(NC1=C(C=C(C=C1)Br)I)=S